3-(Trans-4-(2-(7-(2,3-dichlorophenyl)-4,7-diazaspiro[2.5]octane-4-yl)ethyl)cyclohexyl)-1,1-dimethylurea ClC1=C(C=CC=C1Cl)N1CCN(C2(CC2)C1)CC[C@@H]1CC[C@H](CC1)NC(N(C)C)=O